OC1(CC(=CC(=C1)C)C)O 1-hydroxy-3,5-dimethylphenol